C1(CC1)N1N=NC2=C1C=CC(=C2)C2=NC(=NO2)C=2C=NC(=CC2)C 1-cyclopropyl-5-[3-(6-methylpyridin-3-yl)-1,2,4-oxadiazol-5-yl]-1H-1,2,3-benzotriazole